Tridecyl-dimethylbenzyl-ammonium bromide [Br-].C(CCCCCCCCCCCC)[N+](CC1=CC=CC=C1)(C)C